O=P12C(CC(CC1=O)(CC2=O)CO)=O 1-oxo-4-hydroxymethyl-2,6,7-trioxo-1-phosphabicyclo[2.2.2]octane